C(C)C1=C(C=C(C(=C1)O)F)C1=CC=C2C(=NNC2=C1)C1=NC2=C(N1)CN(C2)C(=O)N2CCN(CC2)C (2-(6-(2-ethyl-5-fluoro-4-hydroxyphenyl)-1H-indazol-3-yl)-4,6-dihydropyrrolo[3,4-d]imidazol-5(1H)-yl)(4-methylpiperazin-1-yl)methanone